4-(2-carboxyethyl)-3-nitrophenyl-boronic acid C(=O)(O)CCC1=C(C=C(C=C1)B(O)O)[N+](=O)[O-]